ClC=1C(=C(NC2=NC=NC3=CC=C(C=C23)[C@@]23CN(CCC3C2)C(=O)OCC2=CC=CC=C2)C=CC1)F benzyl (1R)-1-[4-(3-chloro-2-fluoro-anilino)quinazolin-6-yl]-3-azabicyclo[4.1.0]heptane-3-carboxylate